6-((1,6-naphthyridin-2-yl)amino)-N-((1R,4R)-4-((5-(2-(2-((5-aminopentyl)oxy)ethoxy)-ethoxy)-pentyl)carbamoyl)cyclohexyl)-4-(cyclopropylamino)nicotinamide hydrochloride Cl.N1=C(C=CC2=CN=CC=C12)NC1=NC=C(C(=O)NC2CCC(CC2)C(NCCCCCOCCOCCOCCCCCN)=O)C(=C1)NC1CC1